O=C1NC2=NC=CC=C2C=C1C(=O)OC(C)CC1=NC(=C(C=C1)F)Br 6-bromo-1-[(5-fluoro-2-pyridyl) methyl]-ethyl 2-oxo-1,8-naphthyridine-3-carboxylate